1-{(1R,3R,4R,6R,7S)-7-(benzyloxy)-1-[(benzyloxy)methyl]-6-methyl-2-oxa-5-azabicyclo[2.2.1]Hept-3-yl}-5-methylpyrimidine-2,4(1H,3H)-dione C(C1=CC=CC=C1)O[C@@H]1[C@]2(O[C@H]([C@@H]1N[C@@H]2C)N2C(NC(C(=C2)C)=O)=O)COCC2=CC=CC=C2